(3-fluoro-2-vinylphenyl)-1,3-dioxolane FC=1C(=C(C=CC1)C1OCCO1)C=C